9-azaspiro[5.6]dodecane C1CCCCC12CCNCCC2